6-(3-(2-ethoxyphenoxy)phenyl)pyrazin-2-amine C(C)OC1=C(OC=2C=C(C=CC2)C2=CN=CC(=N2)N)C=CC=C1